[N+](=O)(O)[O-].OC(C)C=1N(C(=NC1)C)C 1-hydroxyethyl-2,3-dimethylimidazole nitrate salt